tri(dimethylaminosilyl)-amino-di(dimethylamino)borane CN(C)[SiH2]C(N(C)B(N(C)C)N)([SiH2]N(C)C)[SiH2]N(C)C